OCCCCC(C(=O)O)=C.C(C=C)(=O)OCC(CC)O 2-hydroxybutyl acrylate (hydroxybutyl acrylate)